cerium-tungsten-titanium [Ti].[W].[Ce]